C(C(C)C)OC=1C(=NN(C(C1)=O)CC(=O)NC12CCC(CC1)(C2)NC(OC(C)(C)C)=O)C(C)C tert-butyl ((1r,4r)-4-(2-(4-isobutoxy-3-isopropyl-6-oxopyridazin-1(6H)-yl)acetamido)bicyclo[2.2.1]heptan-1-yl)carbamate